6-(1,1-difluoroethyl)-N-[2-(3-hydroxy-3-methyl-butyl)-7-methoxy-imidazo[1,2-a]pyridin-6-yl]pyridine FC(C)(F)C1=CC=CCN1C=1C(=CC=2N(C1)C=C(N2)CCC(C)(C)O)OC